C1(CC1)C1=NC(=CC=C1S(=O)(=O)N1CC2(C1)CN(C2)C2CCC(CC2)OC)C(F)F 2-((2-cyclopropyl-6-(difluoromethyl)pyridin-3-yl)sulfonyl)-6-(4-methoxycyclohexyl)-2,6-diazaspiro[3.3]heptane